OC1(COC1)C#CC1=CC2=C(OC[C@@H](C(N2C)=O)NC(C2=NC=CC(=C2)OC2=C(C(=C(C(=C2[2H])[2H])[2H])[2H])[2H])=O)C=C1 (S)-N-(7-((3-Hydroxyoxetan-3-yl)ethynyl)-5-methyl-4-oxo-2,3,4,5-tetrahydrobenzo[b][1,4]oxazepin-3-yl)-4-(phenoxy-d5)picolinamid